5-{2-acetamidoimidazo[1,2-b]pyridazin-6-yl}-2-methyl-N-{[2-(2,2,2-trifluoroethoxy)phenyl]methyl}pyridine-3-carboxamide C(C)(=O)NC=1N=C2N(N=C(C=C2)C=2C=C(C(=NC2)C)C(=O)NCC2=C(C=CC=C2)OCC(F)(F)F)C1